BrC1=CC=C(C(=O)C2=C(C=CC=C2)OC)C=C1 4-bromo-2'-methoxybenzophenone